8-oxabicyclo[3.2.1]octan-3-yl 4-(3-hydroxyphenyl)-7-(2-methoxyphenyl)-2-methyl-5-oxo-1,4,5,6,7,8-hexahydroquinoline-3-carboxylate OC=1C=C(C=CC1)C1C(=C(NC=2CC(CC(C12)=O)C1=C(C=CC=C1)OC)C)C(=O)OC1CC2CCC(C1)O2